3-(1,4-Dimethyl-1H-benzo[d][1,2,3]triazol-5-yl)-3-(3-(((R)-2-ethyl-2,3-dihydropyrido[2,3-f][1,4]oxazepin-4(5H)-yl)methyl)-4-methylphenyl)propanoic acid CN1N=NC2=C1C=CC(=C2C)C(CC(=O)O)C2=CC(=C(C=C2)C)CN2C[C@H](OC1=C(C2)N=CC=C1)CC